(R)-N-(6-(6-(1-methylcyclopropyl)-imidazo-[1,2-a]-pyridin-3-yl)-pyridin-2-yl)-5-azaspiro[2.4]-heptan-7-amine CC1(CC1)C=1C=CC=2N(C1)C(=CN2)C2=CC=CC(=N2)N[C@H]2CNCC21CC1